ClC1=CC(=C(COC2CCCC(N2)N2CCN(CC2)CC=2N=C3SC(=CN3C2I)C(=O)OCC)C=C1)F Ethyl 6-((4-(6-((4-chloro-2-fluorobenzyl) oxy) piperidin-2-yl) piperazin-1-yl) methyl)-5-iodoimidazo[2,1-b]thiazole-2-carboxylate